3a-hydroxy-1-[4-(hydroxymethyl)phenyl]-1H,2H,3H,3aH,4H-pyrrolo[2,3-b]1,7-naphthyridin-4-one OC12C(=NC3=CN=CC=C3C1=O)N(CC2)C2=CC=C(C=C2)CO